2-Chloro-N-{2-[4-(difluoromethyl)-1,3-thiazol-5-yl]-2-(4-{pyrazolo[1,5-a]pyrazin-4-yloxy}piperidin-1-yl)ethyl}-6-fluorobenzamide ClC1=C(C(=O)NCC(N2CCC(CC2)OC=2C=3N(C=CN2)N=CC3)C3=C(N=CS3)C(F)F)C(=CC=C1)F